[NH4+].[Zr+4].[Pb+2] lead zirconium ammonium